3-(4-amino-3,5-difluorobenzoyl)-8-(4-chloro-1,2,6-trimethyl-1H-benzo[d]imidazol-5-yl)-N,N-dimethylindolizine-1-carboxamide NC1=C(C=C(C(=O)C2=CC(=C3C(=CC=CN23)C2=C(C3=C(N(C(=N3)C)C)C=C2C)Cl)C(=O)N(C)C)C=C1F)F